tert-butyl 2-(1-(4-amino-2-fluorophenyl)-4-((tert-butoxycarbonyl)amino)piperidin-4-yl)acetate NC1=CC(=C(C=C1)N1CCC(CC1)(NC(=O)OC(C)(C)C)CC(=O)OC(C)(C)C)F